(3-(hydroxyimino)butan-2-yl)(n-hexyl)phosphinic acid ON=C(C(C)P(O)(=O)CCCCCC)C